ClC=1C=C2C(=CN=C(C2=CN1)N1[C@@H]([C@H](C1)CS(=O)(=O)C)C)C(CO)=C 2-{6-chloro-1-[(2R,3S)-3-(methanesulfonylmethyl)-2-methylazetidin-1-yl]-2,7-naphthyridin-4-yl}prop-2-en-1-ol